2-fluoro-3,4-dimethoxybenzaldehyde FC1=C(C=O)C=CC(=C1OC)OC